6-(5-(6-(4-methylpiperazin-1-yl)pyridin-3-yl)-1H-pyrrolo[2,3-b]pyridin-3-yl)-N-(1-methylpiperidin-4-yl)quinazolin-4-amine CN1CCN(CC1)C1=CC=C(C=N1)C=1C=C2C(=NC1)NC=C2C=2C=C1C(=NC=NC1=CC2)NC2CCN(CC2)C